NC1=NC=2C3=C(CCC2C=N1)C(=NN3C)C(=O)O 8-amino-1-methyl-4,5-dihydro-1H-pyrazolo[4,3-h]quinazoline-3-carboxylic acid